NCC[Sn](CCN)(CCN)CCN Tetra(2-aminoethyl)tin